NC1=C2C(=NC=N1)N(N=C2CC2=CC=CC1=CC=CC=C21)CCC2CCN(CC2)C(C)=O 1-(4-(2-(4-amino-3-(naphthalen-1-ylmethyl)-1H-pyrazolo[3,4-d]pyrimidin-1-yl)ethyl)piperidin-1-yl)ethanone